2-bromo-3-(trifluoromethoxy)aniline BrC1=C(N)C=CC=C1OC(F)(F)F